3-(4-(dimethylamino)phenyl)-1-phenyl-(2E)-propen-1-one CN(C1=CC=C(C=C1)/C=C/C(=O)C1=CC=CC=C1)C